3-[4-(5-Cyano-2-pyridinyl)piperazine-1-carbonyl]pyrrolidine-1-carboxylic acid tert-butyl ester C(C)(C)(C)OC(=O)N1CC(CC1)C(=O)N1CCN(CC1)C1=NC=C(C=C1)C#N